FC1=C(C=CC(=C1)C(F)(F)F)C12COCC2O1 1-(2-fluoro-4-trifluoromethyl-phenyl)-3,6-dioxa-bicyclo[3.1.0]hexane